C(C=C)(=O)OC12C3C(O3)(O1)O2 (tri-epoxypropyl) acrylate